[2-(trimethylsilyl)ethoxy]methylpyrazol-4-yl-7-(trifluoromethyl)-4-azaspiro[2.5]octane-4-carboxamide C[Si](CCOCC1(CC12N(CCC(C2)C(F)(F)F)C(=O)N)C=2C=NNC2)(C)C